CC1CCC(O1)=O dihydro-5-methylfuran-2(3H)-one